6-methyl-8-oxo-7-thiophen-3-yl-3,4-dihydro-1H-pyrido[2,1-c][1,4]Oxazine-9-carboxamide CC1=C(C(C(=C2COCCN21)C(=O)N)=O)C2=CSC=C2